FC(C(C(COCC(C(C(F)(F)F)(C(F)(F)F)F)(F)F)(F)F)(C(F)(F)F)F)(F)F nonafluoroisobutylmethylether